C(#N)C1=C(C=CC=C1)SC=1C=2N(C=C(C1)C=1C=NN(C1C)C1C[C@H]3CC[C@@H](C1)N3C)N=CC2C#N 4-((2-cyanophenyl)thio)-6-(5-methyl-1-((1R,3s,5S)-8-methyl-8-azabicyclo[3.2.1]octan-3-yl)-1H-pyrazol-4-yl)pyrazolo[1,5-a]pyridine-3-carbonitrile